3-bromo-5-[(2-methylpyridin-4-yl)oxy]Benzoic acid BrC=1C=C(C(=O)O)C=C(C1)OC1=CC(=NC=C1)C